N1-(5-chloro-2-methylphenyl)-5-fluoro-2-methylbenzene-1,3-diamine ClC=1C=CC(=C(C1)NC1=C(C(=CC(=C1)F)N)C)C